BrC=1C=C(C=CC1)[N+](=O)[O-] 5-bromo-3-nitrobenzene